3-(3,4-dimethoxyphenyl)-6-methoxy-1H-pyrazolo[4,3-c]quinoline COC=1C=C(C=CC1OC)C1=NNC2=C1C=NC=1C(=CC=CC21)OC